(7-(3,5-Dimethylphenyl)-7-methoxy-2-azaspiro[3.5]nonan-2-yl)((1s,3s)-3-hydroxy-3-methylcyclobutyl)methanone CC=1C=C(C=C(C1)C)C1(CCC2(CN(C2)C(=O)C2CC(C2)(C)O)CC1)OC